ONC(=O)C=1C=NC(=NC1)C1=CC(=CC2=NC3=CC=CC=C3C=C12)COC1=C(OC2=C(C1=O)C=CC=C2)C2=CC=CC=C2 N-hydroxy-2-(3-(((4-oxo-2-phenyl-4H-benzopyran-3-yl)oxy)methyl)acridin-1-yl)pyrimidine-5-carboxamide